3,5-dihydroxy-N-((1S,2S)-2-hydroxycyclohexyl)-6-(hydroxymethyl)-N-(2-(trifluoromethyl)benzyl)tetrahydro-2H-pyran-2-carboxamide OC1C(OC(C(C1)O)CO)C(=O)N(CC1=C(C=CC=C1)C(F)(F)F)[C@@H]1[C@H](CCCC1)O